(3R)-N-(cyclobutylmethyl)-1-(6-(1-(4-(5-methoxypyridin-3-yl)-1H-1,2,3-triazol-1-yl)ethyl)pyridazin-3-yl)piperidin-3-amine C1(CCC1)CN[C@H]1CN(CCC1)C=1N=NC(=CC1)C(C)N1N=NC(=C1)C=1C=NC=C(C1)OC